C(#N)C(C)(C)SC(NN1C=CC=C1)=S 2-cyanoprop-2-yl-1-pyrroledithiocarbamate